C([2H])([2H])([2H])N1N=CC=C1O (methyl-d3)-1H-pyrazol-5-ol